4-(methylsulfamoyl)piperidine-1-carboxylic acid tert-butyl ester C(C)(C)(C)OC(=O)N1CCC(CC1)S(NC)(=O)=O